1-(Pyridin-3-yl)-3-(1-(6-(trifluoromethyl)pyridazin-3-yl)piperidin-4-yl)thiourea N1=CC(=CC=C1)NC(=S)NC1CCN(CC1)C=1N=NC(=CC1)C(F)(F)F